CCCC=CCCC Oct-4-ene